6-bromo-4,4-dimethyl-3,4-dihydro-1,8-naphthyridin-2(1H)-one BrC=1C=C2C(CC(NC2=NC1)=O)(C)C